oxepinone fumarate C(\C=C\C(=O)O)(=O)O.O1C(CC=CC=C1)=O